C(C)(C)(C)OC(C1=CC(=CC=C1)C1=NC2=C(C(=CC=C2C(=C1)Cl)Br)OC)=O 3-(7-bromo-4-chloro-8-methoxyquinolin-2-yl)benzoic acid tert-butyl ester